NC1=CC=C(C2=C1OCCO2)N2CCN(CC2)C 8-Amino-5-(4-methylpiperazin-1-yl)-2,3-dihydro-1,4-benzodioxine